CN(C=1C=CC2=C(C3=CC=C(C=C3[O+]=C2C1)N(C)C)C1=C(C=C(C=C1)S(=O)(=O)O)S(=O)(=O)[O-])C 2-(3,6-bis(dimethylamino)xanthylium-9-yl)-5-sulfobenzenesulfonate